tert-butyl (3-{(1S)-1-[6-bromo-3-(1H-pyrazol-1-yl)pyridin-2-yl]ethoxy}-6-methyl-1,5-naphthyridin-2-yl)carbamate BrC1=CC=C(C(=N1)[C@H](C)OC=1C(=NC2=CC=C(N=C2C1)C)NC(OC(C)(C)C)=O)N1N=CC=C1